N1=CC=CC=2CN(CCC12)C=1C2=C(N=CN1)N=CC=C2 4-(7,8-dihydro-1,6-naphthyridin-6(5H)-yl)pyrido[2,3-d]pyrimidine